Fluoranthen C1=CC=C2C=CC=C3C4=CC=CC=C4C1=C23